3-[aminoMethyl]benzonitrile NCC=1C=C(C#N)C=CC1